3-(8,8-difluoro-7-hydroxybicyclo[4.2.0]oct-1,3,5-triene-2-enyloxy)-5-fluorobenzamide FC1(C(C2=CC(=C=C=C12)OC=1C=C(C(=O)N)C=C(C1)F)O)F